8-bromo-7-hydroxy-4H-chromen-4-one BrC=1C(=CC=C2C(C=COC12)=O)O